(S)-3-(4-(1H-pyrazol-4-yl)benzo[d]oxazol-2-yl)-2-amino-N-(1-cyanocyclopropyl)propanamide N1N=CC(=C1)C1=CC=CC2=C1N=C(O2)C[C@@H](C(=O)NC2(CC2)C#N)N